FC1(CC(C1)(O)[C@H]1N2C(C3=CC=CC=C13)=CN=C2)F (S)-3,3-difluoro-1-(5H-imidazo[5,1-a]isoindol-5-yl)cyclobutan-1-ol